COCC1=C(C=CC=C1)C=1N=C(SC1)N 4-(2-(methoxymethyl)phenyl)thiazol-2-amine